COC1=CC=C(CN(S(=O)(=O)C2=CC(=C(C=C2)NC2=CC=C(C=C2)S(F)(F)(F)(F)F)C=2OC(=NN2)C)C)C=C1 N-(4-methoxybenzyl)-N-methyl-3-(5-methyl-1,3,4-oxadiazol-2-yl)-4-((4-(pentafluoro-λ6-sulfanyl)phenyl)amino)benzenesulfonamide